CCCCCC[C@H](C)C[C@H](C)[C@@H]1[C@H](C(=O)NCC(=O)N[C@H](C(=O)N[C@H](C(=O)N[C@H](C(=O)N[C@H](C(=O)O1)C)C)CC(C)C)C(C)C)C The molecule is an emericellamide derived from N-[(2R,3R,4S,6S)-3-hydroxy-2,4,6-trimethyldodecanoyl]glycyl-L-valyl-L-leucyl-L-alanyl-L-alanine by the formal intramolecular condensation of the alcoholic hydroxy group with the C-terminal carboxylic acid group.